1-(6-Fluoroquinolin-3-yl)-7-(5,6,7,8-tetrahydro-1,8-naphthyridin-2-yl)hept-1-en-3-one FC=1C=C2C=C(C=NC2=CC1)C=CC(CCCCC1=NC=2NCCCC2C=C1)=O